Tert-butyl 6-[1-(2,6-dioxo-3-piperidyl)-3-methyl-2-oxo-benzimidazol-4-yl]-3,6-diazabicyclo[3.1.1]heptane-3-carboxylate O=C1NC(CCC1N1C(N(C2=C1C=CC=C2N2C1CN(CC2C1)C(=O)OC(C)(C)C)C)=O)=O